C(CCCCCCCCCCCCCCC)(=O)OCC(COC(CCCCCCCCCCCCCCC)=O)OC(CC(CCCCCCC(=O)O)C)=O 10-((1,3-Bis(palmitoyloxy)propan-2-yl)oxy)-8-methyl-10-oxodecanoic acid